1-(5-((4-fluorobenzyl)oxy)-2,3-dihydro-1H-inden-1-yl)azetidine-3-carboxylic acid FC1=CC=C(COC=2C=C3CCC(C3=CC2)N2CC(C2)C(=O)O)C=C1